NC=1C(N(C(NC1Cl)=O)C)=O 5-amino-6-chloro-3-methylpyrimidine-2,4(1H,3H)-dione